CSCC[C@H](C(=O)[O-])[NH3+] The molecule is zwitterionic form of D-methionine arising from transfer of a proton from the carboxy to the amino group; major species at pH 7.3. It is a tautomer of a D-methionine.